6-methyl-7-carbonyl-4-(1-phenylethyl)-6,7-dihydro-1H-pyrrolo[2,3]pyridine CC1CN(C2=C(C1=C=O)NC=C2)C(C)C2=CC=CC=C2